3-Fluoro-4-[methoxy[4-[(trifluoromethyl)thio]phenyl]methyl]-5-(1,2,4-oxadiazol-3-yl)pyridine FC=1C=NC=C(C1C(C1=CC=C(C=C1)SC(F)(F)F)OC)C1=NOC=N1